N-((S)-((R)-2'-iodo-6,6'-dimethyl-[1,1'-biphenyl]-2-yl)(naphthalen-2-yl)-λ4-sulfaneylidene)benzamide IC1=C(C(=CC=C1)C)C1=C(C=CC=C1C)[S@@](=NC(C1=CC=CC=C1)=O)C1=CC2=CC=CC=C2C=C1